2-((4-(2-(4-Chloro-2-fluorophenyl)-5-methyl-2,3,4,5-tetrahydrobenzo[b][1,4]oxazepin-6-yl)piperidin-1-yl)methyl)-1-(((S)-oxetan-2-yl)methyl)-1H-benzo[d]imidazole-6-carboxylic acid ClC1=CC(=C(C=C1)C1CCN(C2=C(O1)C=CC=C2C2CCN(CC2)CC2=NC1=C(N2C[C@H]2OCC2)C=C(C=C1)C(=O)O)C)F